2-chloro-2-fluoro-1-(8-methyl-5-(4-(trifluoromethyl)phenyl)-1,3,4,5-tetrahydro-2H-pyrido[4,3-b]indol-2-yl)ethan-1-one ClC(C(=O)N1CC2=C(N(C=3C=CC(=CC23)C)C2=CC=C(C=C2)C(F)(F)F)CC1)F